FC(C1CCC(CC1)NC(=O)C1=NC(=CN=C1)C1=CN=CN1C)F N-((1r,4r)-4-(difluoromethyl)cyclohexyl)-6-(1-methyl-1H-imidazol-5-yl)pyrazine-2-carboxamide